FC(C1=C(C=CC=C1)C(C)=O)(F)F 2'-trifluoromethyl-acetophenone